5-fluoro-N-(4-((methylsulfinyl)methyl)pyridin-2-yl)-4-(4,5,6,7-tetrahydropyrazolo[1,5-a]pyridin-3-yl)pyridin-2-amine FC=1C(=CC(=NC1)NC1=NC=CC(=C1)CS(=O)C)C=1C=NN2C1CCCC2